CC1=CC(=NC=C1NC1=NC=C2N(C(N(C2=N1)C1CCOCC1)=O)C)C(=O)N 4-methyl-5-((7-methyl-8-oxo-9-(tetrahydro-2H-pyran-4-yl)-8,9-dihydro-7H-purin-2-yl)amino)pyridineamide